C(CCC(=O)OC(CCCCCCCC)CCCCCCCC)(=O)OCCCCNCCO O1-[4-(2-hydroxyethylamino) butyl] O4-(1-octylnonyl) butanediate